O[C@@H]1C[C@H](N(C1)C([C@H](C(C)(C)C)N1N=NC(=C1)C1=CC(=CC=C1)COC)=O)C(=O)NC (2S,4R)-4-hydroxy-1-[(2S)-2-[4-[3-(methoxymethyl)phenyl]triazol-1-yl]-3,3-dimethyl-butanoyl]-N-methyl-pyrrolidine-2-carboxamide